2,3-dihydroxy-1-methylaminonaphthalene OC1=C(C2=CC=CC=C2C=C1O)NC